NC1=C(C2=CC=CC=C2C=C1)N(S(=O)(=O)C)C N-(2-aminonaphthalen-1-yl)-N-methylmethanesulfonamide